C(C=C)C1(C(N(CCC1)CC1=CC=CC=C1)=O)COCC=C 3-allyl-3-((allyloxy)methyl)-1-benzylpiperidin-2-one